COC1=CC(=C(C=C1)C1=CC(=NC=C1)C(C(=O)N)C1=CC=CC=C1)[N+](=O)[O-] (4-(4-methoxy-2-nitrophenyl)pyridin-2-yl)-2-phenylacetamide